(3,4-Dimethoxyphenyl)-[4-(3-phenylpropyl)piperazin-1-yl]methanon COC=1C=C(C=CC1OC)C(=O)N1CCN(CC1)CCCC1=CC=CC=C1